C(C1=CC=CC=C1)C1(CNCC1)C=1C=C2C=NN(C2=CC1C)C1=CC=C(C=C1)F 5-(3-benzyl-pyrrolidin-3-yl)-1-(4-fluorophenyl)-6-methyl-1H-indazole